3-Dimethylamino-N,N-dimethylpropionic acid amide hydrochloride Cl.CN(CCC(=O)N(C)C)C